Sorbitol potassium salt [K].OC[C@H](O)[C@@H](O)[C@H](O)[C@H](O)CO